ClC=1C(=NC(=NC1)NC1CCOCC1)C1=CC=C2CN(C(C2=C1)=O)CC(=O)NC(CO)C=1C=NN(C1)C 2-(6-{5-chloro-2-[(oxacyclohex-4-yl)amino]pyrimidin-4-yl}-1-oxo-2,3-dihydro-1H-isoindol-2-yl)-N-[2-hydroxy-1-(1-methyl-1H-pyrazol-4-yl)ethyl]acetamide